4-carbazoyl-tetrahydronaphthalene C(NN)(=O)C1CCCC2=CC=CC=C12